COC(=O)C=1C=CC2=C(N(C(=N2)CN2CCC(CC2)C2=NC(=CC=C2)OCC2=CC=C(C3=C2C=CO3)C#N)C[C@H]3OCC3)C1 (S)-2-((4-(6-((7-cyanobenzofuran-4-yl)methoxy)pyridin-2-yl)piperidin-1-yl)methyl)-1-(oxetane-2-ylmethyl)-1H-Benzo[d]imidazole-6-carboxylic acid methyl ester